FC1(C(C1)C(=O)OC)F methyl 2,2-difluorocyclopropanecarboxylate